N-(3,3-diphenylpropyl)-6-bromonicotinamide C1(=CC=CC=C1)C(CCNC(C1=CN=C(C=C1)Br)=O)C1=CC=CC=C1